2-[(3α,7α,12α-trihydroxy-24-oxo-5β-cholan-24-yl)amino]ethancarboxylic acid O[C@H]1C[C@H]2C[C@H]([C@H]3[C@@H]4CC[C@H]([C@@H](CCC(=O)NCCC(=O)O)C)[C@]4([C@H](C[C@@H]3[C@]2(CC1)C)O)C)O